Di-tert-butyl-(3S)-3-[[(7-bromo-2-quinolinyl)amino]carbamoyl]hexahydropyridazine-1,2-dicarboxylic acid C(C)(C)(C)C1[C@@](N(N(CC1)C(=O)O)C(=O)O)(C(NNC1=NC2=CC(=CC=C2C=C1)Br)=O)C(C)(C)C